C(#N)C1=CC=C(C(=O)NC2=CC=C(C(=O)OC(C)(C)C)C=C2)C=C1 tert-butyl 4-(4-cyanobenzamido)benzoate